FC1=NC=C(C=C1NC1=NC=NC2=CC=C(C=C12)C1CN(CC1)C(=O)OC(C)(C)C)C#C[Si](C)(C)C tert-Butyl 3-(4-((2-fluoro-5-((trimethylsilyl)ethynyl)pyridin-3-yl)amino)quinazolin-6-yl)pyrrolidine-1-carboxylate